CC(C(=O)OC)(CONC([C@@H](NC(OCC=C)=O)CCC(NC(C1=CC=CC=C1)(C1=CC=CC=C1)C1=CC=CC=C1)=O)=O)C Methyl (S)-2,2-dimethyl-6,9-dioxo-7-(3-oxo-3-(tritylamino)propyl)-4,10-dioxa-5,8-diazatridec-12-enoate